FC1=C(C=C(C=C1)CC1=NNC(C2=CC=C(C=C12)F)=O)C1=CC2=C(NC(=N2)NC(OCC)=O)C=C1 Ethyl (5-(2-fluoro-5-((7-fluoro-4-oxo-3,4-dihydrophthalazin-1-yl)methyl)phenyl)-1H-benzoimidazol-2-yl)carbamate